3-(2,6-dichlorophenyl)-4-imino-7-[(2'-methyl-2',3'-dihydro-1'H-spiro[cyclopropane-1,4'-isoquinolin]-7'-yl)amino]-3,4-dihydropyrimido[4,5-d]pyrimidin-2(1H)-one ClC1=C(C(=CC=C1)Cl)N1C(NC2=NC(=NC=C2C1=N)NC1=CC=C2C3(CN(CC2=C1)C)CC3)=O